ClC1=NC=C(C2=CC=C(C=C12)O[C@@H](C(=O)N1CCC(CC1)(F)F)C)C1=C(C=C(C=C1)F)Cl (R)-2-((1-chloro-4-(2-chloro-4-fluorophenyl)isoquinolin-7-yl)oxy)-1-(4,4-difluoropiperidin-1-yl)propan-1-one